ClC1=CC=C(C=C1)C1C(=NN(C1)C1=C(C=C(C=C1)Cl)Cl)C(=O)NN1CCCCC1 (4-chlorophenyl)-1-(2,4-dichlorophenyl)-N-(piperidine-1-yl)-4,5-dihydro-1H-pyrazole-3-carboxamide